1,2-di(2-oxazolinyl)ethane O1C(=NCC1)CCC=1OCCN1